C(C)S(=O)(=O)C=1C(=NC(=C(C1)NC)NC)C(=O)OC(C)(C)C tert-butyl 3-ethylsulfonyl-5,6-bis(methylamino)pyridine-2-carboxylate